Benzochromen O1CC=CC2=CC=C3C(=C12)C=CC=C3